N-((5-amino-3-(4-(tert-butyl)phenyl)pyrazin-2-yl)methyl)formamide NC=1N=C(C(=NC1)CNC=O)C1=CC=C(C=C1)C(C)(C)C